6-bromo-N-(3-chloro-4-morpholinophenyl)-[1,2,4]triazolo[4,3-a]pyrazin-8-amine BrC=1N=C(C=2N(C1)C=NN2)NC2=CC(=C(C=C2)N2CCOCC2)Cl